COC1=NC=C(C(=N1)OC)C=1C=C(C=2N(N1)N=CN2)[C@@H]2[C@H](C2)C2=CC=C(C=C2)C(F)(F)F 6-(2,4-dimethoxypyrimidin-5-yl)-8-((1S,2S)-2-(4-(trifluoromethyl)phenyl)cyclopropyl)-[1,2,4]triazolo[1,5-b]pyridazine